NC(CC)N1CCN(CC1)N 1,4-diaminopropyl-piperazine